(ethyl)(methyl)-lambda6-sulfane C(C)[SH4]C